O1C(CCCC1)OC1=CC=C(C=C1)B1OC(C)(C)C(C)(C)O1 4-(2-tetrahydropyranyloxy)phenylboronic acid pinacol ester